C(N)(=O)C1NCCC1 2-carbamoylpyrrolidin